((6-((2S)-2-methylpiperidin-4-yl)pyridin-2-yloxy)methyl)-1H-indazole C[C@@H]1NCCC(C1)C1=CC=CC(=N1)OCN1N=CC2=CC=CC=C12